The molecule is a sulfoglycolipid in which alpha,alpha-trehalose, sulfated at the 2'-position, is acylated at the 2-position with palmitic acid, and at the 3-position with (2E,4S,6S,8S,10S)-2,4,6,8,10-pentamethylhexacos-2-enoic acid. It is a sulfoglycolipid and a polyacyl alpha,alpha-trehalose derivative. It derives from an alpha,alpha-trehalose. CCCCCCCCCCCCCCCC[C@H](C)C[C@H](C)C[C@H](C)C[C@H](C)/C=C(\\C)/C(=O)O[C@H]1[C@@H]([C@H](O[C@@H]([C@@H]1OC(=O)CCCCCCCCCCCCCCC)O[C@@H]2[C@@H]([C@H]([C@@H]([C@H](O2)CO)O)O)OS(=O)(=O)O)CO)O